2-(5-{[(3R)-1-methylpiperidin-3-yl]amino}imidazo[1,2-d][1,2,4]triazin-8-yl)-5-(trifluoromethyl)phenol CN1C[C@@H](CCC1)NC1=NN=C(C=2N1C=CN2)C2=C(C=C(C=C2)C(F)(F)F)O